(R)-N-(2-(2-(dimethylamino)-ethoxy)-4-meth-oxy-5-((6-(3-(3-phenoxyphenyl)-isoxazolidin-2-yl)pyrimidin-4-yl)amino)phenyl)-acrylamide CN(CCOC1=C(C=C(C(=C1)OC)NC1=NC=NC(=C1)N1OCC[C@@H]1C1=CC(=CC=C1)OC1=CC=CC=C1)NC(C=C)=O)C